6-[3-(1-adamantyl)-4-methoxyphenyl]naphthalene-2-carboxylic acid C12(CC3CC(CC(C1)C3)C2)C=2C=C(C=CC2OC)C=2C=C3C=CC(=CC3=CC2)C(=O)O